2-chloro-N-[(6-fluoro-2-pyridyl)sulfonyl]-6-[3-[2-[1-(trifluoromethyl)cyclopropyl]ethoxy]pyrazol-1-yl]pyridine-3-carboxamide ClC1=NC(=CC=C1C(=O)NS(=O)(=O)C1=NC(=CC=C1)F)N1N=C(C=C1)OCCC1(CC1)C(F)(F)F